CC1(CC=CCC1)C(=O)N methylcyclohex-3-ene-1-carboxamide